F[C@H]1CN(CC[C@H]1NC1=C2C=C(N(C2=CC=C1)CC(F)(F)F)C1=NOC(=N1)CNC(=O)C=1C=NN(C1)C(C)C)C N-{[3-(4-{[(3S,4R)-3-fluoro-1-methylpiperidin-4-yl]amino}-1-(2,2,2-trifluoroethyl)-1H-indol-2-yl)-1,2,4-oxadiazol-5-yl]methyl}-1-(propan-2-yl)-1H-pyrazole-4-carboxamide